4-formyloxymethyl-5-methyl-1,3-dioxolan-2-one C(=O)OCC1OC(OC1C)=O